phenyl (3-chloro-5-((4-(dimethylamino)piperidin-1-yl)methyl)-4-methylphenyl)carbamate ClC=1C=C(C=C(C1C)CN1CCC(CC1)N(C)C)NC(OC1=CC=CC=C1)=O